COC(C(C(=O)OC)[C@H](C[N+](=O)[O-])C=1SC(=CC1)OC)=O |o1:8| (R*)-2-[1-(5-methoxythiophen-2-yl)-2-nitroethyl]malonic acid dimethyl ester